N1C=NC2=C1C=CC(=C2)N2C(NC[C@@H]2C2=CC=C(C=C2)C2CCN(CC2)C)=O (S)-1-(1H-benzo[d]imidazol-5-yl)-5-(4-(1-methylpiperidin-4-yl)phenyl)imidazolidin-2-one